ClC1=C(C=CC(=C1Cl)C)B(O)O (2,3-dichloro-4-methylphenyl)boronic acid